tert-butyl 2-(3-bromo-5-chlorophenyl)-2-{5-[2-(3-fluoroazetidin-1-yl)ethyl]-2-oxo-4-(trifluoromethyl)pyridin-1-yl}acetate BrC=1C=C(C=C(C1)Cl)C(C(=O)OC(C)(C)C)N1C(C=C(C(=C1)CCN1CC(C1)F)C(F)(F)F)=O